(S)-N-(3-(2-((1,5-dimethyl-1H-pyrazol-3-yl)amino)-5-methylpyrimidin-4-yl)-1H-indol-7-yl)-2-(3-((2-morpholinopyrimidin-4-yl)oxy)pyrrolidin-1-yl)acetamide CN1N=C(C=C1C)NC1=NC=C(C(=N1)C1=CNC2=C(C=CC=C12)NC(CN1C[C@H](CC1)OC1=NC(=NC=C1)N1CCOCC1)=O)C